FC1=C2C(C=C(NC2=CC(=C1)F)C1=C(C#N)C=CC(=C1)S(=O)(=N)C)=O (5,7-difluoro-4-oxo-1,4-dihydroquinolin-2-yl)-4-(S-methylsulfonimidoyl)benzonitrile